O1CC(C1)NC1=NC=CC=C1 (E)-N-(oxetan-3-yl)pyridin-2-amine